(2S,4R)-4-(2-(tosyloxy)ethoxy)pyrrolidine-1,2-dicarboxylic acid 1-(tert-butyl) 2-methyl ester COC(=O)[C@H]1N(C[C@@H](C1)OCCOS(=O)(=O)C1=CC=C(C)C=C1)C(=O)OC(C)(C)C